n4-hydroxycytosine C1=C(NC(=O)N=C1)NO